(E)-N-(2-(2,4-Dihydroxy-5-methylbenzoyl)isoindolin-4-yl)-4-(dimethylamino)but-2-enamide OC1=C(C(=O)N2CC3=CC=CC(=C3C2)NC(\C=C\CN(C)C)=O)C=C(C(=C1)O)C